7-bromoheptyl (Z)-3-propylhept-2-enoate C(CC)/C(=C/C(=O)OCCCCCCCBr)/CCCC